N1=C(C=CC=C1)CN(C(C)(C1=NC=CC=C1)C1=NC=CC=C1)CC1=NC=CC=C1 N,N-bis(pyridin-2-ylmethyl)-1,1-bis(pyridine-2-yl)-1-amino-ethane